3-bromo-1,5-dimethyl-2-pyrrolidinonitrile BrC1C(N(C(C1)C)C)C#N